3-(3-phenyl-1,2,4-thiadiazol-5-yl)bicyclo[1.1.1]pentan-1-amine C1(=CC=CC=C1)C1=NSC(=N1)C12CC(C1)(C2)N